trans-4-[(8-methyl-[1,2,4]triazolo[1,5-a]pyridin-6-yl)methyl]cyclohexanecarboxylic acid CC=1C=2N(C=C(C1)C[C@@H]1CC[C@H](CC1)C(=O)O)N=CN2